(S)-2-(5-(6-chloro-3-(1H-imidazol-1-yl)-5-methoxy-1-methyl-1H-pyrrolo[3,2-b]pyridin-2-yl)-1H-1,2,4-triazol-3-yl)propionitrile ClC=1C=C2C(=NC1OC)C(=C(N2C)C2=NC(=NN2)[C@H](C#N)C)N2C=NC=C2